4-(3-(4-(1H-pyrazol-4-yl)phenyl)imidazo[1,2-b]pyridazin-6-yl)-2,2-dimethylmorpholine methylbut-2-enyl-2-(3-hydroxy-2-pentylcyclopentyl)acetate COC(C(C1C(C(CC1)O)CCCCC)CC=CC)=O.N1N=CC(=C1)C1=CC=C(C=C1)C1=CN=C2N1N=C(C=C2)N2CC(OCC2)(C)C